5-(2-chloro-5-methylpyrimidin-4-ylamino)benzo[d]oxazol-2(3H)-one ClC1=NC=C(C(=N1)NC=1C=CC2=C(NC(O2)=O)C1)C